C(=O)(O)C=1C=C(C(=O)C2=CC=C(C=C2)C(C2=CC(=C(C=C2)C(=O)O)C(=O)O)=O)C=CC1C(=O)O 1,4-bis[(3,4-dicarboxyl)benzoyl]benzene